5,6,7,8-tetrahydrochinolin-5-ol N1=CC=CC=2C(CCCC12)O